5-chloro-2-fluoro-N-(5-fluoro-1,3-thiazol-2-yl)-4-[(4-{[2-(tricyclo[3.3.1.1~3,7~]dec-2-ylamino)-ethyl]amino}butyl)amino]benzene-sulfonamide ClC=1C(=CC(=C(C1)S(=O)(=O)NC=1SC(=CN1)F)F)NCCCCNCCNC1C2CC3CC(CC1C3)C2